(E)-1-(2-carboxyethyl)-2-(4-hydroxy-3,5-dimethoxystyryl)-3,3-dimethyl-3H-indol-1-ium C(=O)(O)CC[N+]1=C(C(C2=CC=CC=C12)(C)C)\C=C\C1=CC(=C(C(=C1)OC)O)OC